N-([1,1'-biphenyl]-4-yl)-3-(4,4,5,5-tetramethyl-1,3,2-dioxaborolan-2-yl)dibenzo[b,d]furan-4-amine C1(=CC=C(C=C1)NC1=C(C=CC2=C1OC1=C2C=CC=C1)B1OC(C(O1)(C)C)(C)C)C1=CC=CC=C1